Chloro-3-(5-(difluoromethyl)-1,3,4-thiadiazol-2-yl)-8-(4-(1-hydroxyethyl)piperidin-1-yl)-N-(1-methylcyclopropyl)imidazo[1,5-a]pyridine-6-sulfonamide ClC=1N=C(N2C1C(=CC(=C2)S(=O)(=O)NC2(CC2)C)N2CCC(CC2)C(C)O)C=2SC(=NN2)C(F)F